2,5-dimethyl-1H-pyrrol-1-yl-[1,2,4]triazolo-[1,5-a]pyridine CC=1N(C(=CC1)C)C1=NN2C(C=CC=C2)=N1